CBz-L-valine C(=O)(OCC1=CC=CC=C1)N[C@@H](C(C)C)C(=O)O